(S)-4-chloro-1-oxo-3-(1-((5-oxo-5,8-dihydropyrido[2,3-d]pyrimidin-4-yl)amino)ethyl)-2-phenyl-1,2-dihydroisoquinoline-8-carboxylic acid ethyl ester C(C)OC(=O)C=1C=CC=C2C(=C(N(C(C12)=O)C1=CC=CC=C1)[C@H](C)NC=1C2=C(N=CN1)NC=CC2=O)Cl